FC(S(=O)(=O)OC1=NC(=C(C2=C1C=CS2)C2=C(C=C(C=C2OCCOC)F)F)C2=NN1C(CN([C@@H]([C@H]1C)C)C(C=C)=O)=C2)(F)F (S)-6-((6R,7R)-5-acryloyl-6,7-dimethyl-4,5,6,7-tetrahydropyrazolo[1,5-a]pyrazin-2-yl)-7-(2,4-difluoro-6-(2-methoxyethoxy)phenyl)thieno[3,2-c]pyridine-4-yl trifluoromethanesulfonate